C1(=C(C=CC=C1)N1C(C=CC1=O)=O)N1C(C=CC1=O)=O N,N'-1,2-Phenylenbismaleimid